3-(3-bromophenyl)cyclobutanone BrC=1C=C(C=CC1)C1CC(C1)=O